(1R,2R)-cyclopentanediamine C1(CCCC1)(N)N